(5'S,7a'R)-3-[(1,3-benzothiazol-5-yl)methoxy]-5'-(pyrazin-2-yl)tetrahydro-3'H-spiro[cyclobutane-1,2'-pyrrolo[2,1-b][1,3]oxazol]-3'-one S1C=NC2=C1C=CC(=C2)COC2CC1(C(N3[C@H](O1)CC[C@H]3C3=NC=CN=C3)=O)C2